3-chloro-N-(5-chloro-4-((4-chlorophenyl)(cyano)methyl)-2-methylphenyl)-2-hydroxybenzamide ClC=1C(=C(C(=O)NC2=C(C=C(C(=C2)Cl)C(C#N)C2=CC=C(C=C2)Cl)C)C=CC1)O